1-(2-Cyclopropyl-2,2-difluoro-ethyl)-6-[3-(difluoromethyl)-4-fluoro-phenyl]pyrazolo[4,3-b]pyridine C1(CC1)C(CN1N=CC2=NC=C(C=C21)C2=CC(=C(C=C2)F)C(F)F)(F)F